C(C)(=O)N1CCC(CC1)(OC)C=1C(N(C2=C(C(=NC(=C2C1)N[C@H](C)C1=C(C(=CC=C1)C(F)F)F)C)C#CC1(CC1)N)C)=O (R)-3-(1-acetyl-4-methoxypiperidin-4-yl)-8-((1-aminocyclopropyl)ethynyl)-5-((1-(3-(difluoromethyl)-2-fluorophenyl)ethyl)amino)-1,7-dimethyl-1,6-naphthyridin-2(1H)-one